N1=C(C=CC2=CC=CN=C12)CC/C=C/C=1N=C(OC1C)C(CC(=O)OCC)C1=CC(=C(C=C1)OC)F (E)-Ethyl 3-(4-(4-(1,8-naphthyridin-2-yl)but-1-en-1-yl)-5-methyloxazol-2-yl)-3-(3-fluoro-4-methoxy-phenyl)propanoate